8-(4,4-difluoropiperidin-1-yl)-2-methylquinoline FC1(CCN(CC1)C=1C=CC=C2C=CC(=NC12)C)F